BrC=1C=C(C(=C(C1)F)F)C(F)(F)F 3-bromo-5,6-difluorotrifluoromethylbenzene